OC1=CC=C(C=C1)N1C(NC(CC1)=O)=O (4-hydroxyphenyl)dihydropyrimidine-2,4(1H,3H)-dione